ClC1=CC=2C=3C=CC(=CC3N(C(N(C2N=C1)CC)=O)C1=C(C=C(C=C1F)NCCNCCC(=O)N)F)C#N 3-({2-[(4-{4-chloro-13-cyano-8-ethyl-9-oxo-6,8,10-triazatricyclo[9.4.0.02,7]pentadeca-1(11),2(7),3,5,12,14-hexaen-10-yl}-3,5-difluorophenyl)amino]ethyl}amino)propanamide